C(C)(=O)OCCCOC(C)=O 1,3-propanediol diacetate